FC=1C=C(C=CC1O)C(CN1CC2C(C1)CC(C2)(CC=2SC=CC2)O)=O 1-(3-fluoro-4-hydroxyphenyl)-2-(5-hydroxy-5-(thiophen-2-ylmethyl)hexahydrocyclopenta[c]pyrrol-2(1H)-yl)ethanone